(3R,4R)-1-Cyclohexyl-4-{[5-(2,4-difluoro-phenyl)-isoxazole-3-carbonyl]-amino}-piperidine-3-carboxylic acid [(S)-1-(6-methyl-pyridin-2-yl)-ethyl]-amide CC1=CC=CC(=N1)[C@H](C)NC(=O)[C@@H]1CN(CC[C@H]1NC(=O)C1=NOC(=C1)C1=C(C=C(C=C1)F)F)C1CCCCC1